ethyl 5-iodothiazole-4-carboxylate IC1=C(N=CS1)C(=O)OCC